C(#N)C1=C(C=CC=C1)C=1N(C(C2=CC(=CC(=C2C1)C(C)NC1=C(C(=O)O)C=CC=C1)C)=O)C 2-((1-(3-(2-cyanophenyl)-2,7-dimethyl-1-oxo-1,2-dihydroisoquinolin-5-yl)ethyl)amino)benzoic acid